C(C)(C)(C)N(C(O)=O)[C@H]1CNC[C@H]1C.FC=1C=2N(C=C(C1)NC(=O)C1=NC=C(N=C1)N1C[C@H]([C@H](C1)NC)C)C=C(N2)C N-(8-fluoro-2-methylimidazo[1,2-a]pyridin-6-yl)-5-((3R,4R)-3-methyl-4-(methylamino)pyrrolidin-1-yl)pyrazine-2-carboxamide tert-Butyl-((3R,4R)-4-methylpyrrolidin-3-yl)carbamate